(3R,4R)-4-(hydroxymethyl)-1-(2-(pyridin-3-yl)-6-(4-(trifluoromethyl)phenyl)pyrimidin-4-yl)piperidin-3-ol OC[C@@H]1[C@H](CN(CC1)C1=NC(=NC(=C1)C1=CC=C(C=C1)C(F)(F)F)C=1C=NC=CC1)O